Cl.ClC=1C=C2C3=C(NC2=CC1)C(NCC3)CC(C(=O)OC)C methyl 3-(6-chloro-2,3,4,9-tetrahydro-1H-pyrido[3,4-b]indol-1-yl)-2-methylpropanoate HCl salt